C1(CC2C(CC1)O2)CC[Si](OCC)(OCC)C (3,4-epoxycyclohexylethyl)methyldiethoxysilane